ClC=1C(=C(C(=C(C1)[C@@H]1[C@@H](O[C@@]([C@H]1C)(C(F)(F)F)C)C(=O)NC1=CC(=NC=C1)C(=O)N)OC)F)F 4-[[(2R,3R,4S,5S)-3-(5-Chloro-3,4-difluoro-2-methoxyphenyl)-4,5-dimethyl-5-(trifluoromethyl)tetrahydrofuran-2-carbonyl]amino]pyridin-2-carboxamid